C(CC)OS(=O)(=O)O.C[Na] methyl-sodium propyl-sulfate